(R)-9-(2-amino-6-((tetrahydro-2H-pyran-4-yl)oxy)pyrimidin-4-yl)-1-(3,4-difluorophenyl)-4-fluoro-1,9-diazaspiro[5.5]undecan-2-one NC1=NC(=CC(=N1)N1CCC2(C[C@H](CC(N2C2=CC(=C(C=C2)F)F)=O)F)CC1)OC1CCOCC1